FC=1C=NN2C1C(=CC=C2C#N)N2C[C@H](O[C@H](C2)CN2CC1(C2)OCC2=CC(=CC=C21)N2CC1(C2)CN(C1)C)C 3-fluoro-4-[(2R,6S)-2-methyl-6-[[6-(6-methyl-2,6-diazaspiro[3.3]heptan-2-yl)spiro[1H-isobenzofuran-3,3'-azetidine]-1'-yl]methyl]morpholin-4-yl]pyrazolo[1,5-a]pyridine-7-carbonitrile